C(=O)(O)CCC1(C(C(CCC1)(CCC(=O)O)CCC(=O)O)=O)CCC(=O)O 2,2,6,6-tetrakis(carboxyethyl)cyclohexanone